NC=1C=C(C=C(C1)C(F)F)C(C)NC1=NC(=NC2=CC3=C(C=C12)N(C(C3(C)C)=O)C)C 4-((1-(3-amino-5-(difluoromethyl)phenyl)ethyl)amino)-2,6,8,8-tetramethyl-6,8-dihydro-7H-pyrrolo[2,3-g]quinazolin-7-one